2-[2-(3,4-difluoro-2-methyl-phenoxy)-4-methyl-5-(trifluoromethyl)-3-pyridinyl]-5-imidazol-1-yl-1H-1,6-naphthyridin-4-one hydrochloride Cl.FC=1C(=C(OC2=NC=C(C(=C2C=2NC3=CC=NC(=C3C(C2)=O)N2C=NC=C2)C)C(F)(F)F)C=CC1F)C